N-(4-(5-bromo-4-chloro-3-cyano-6-(1,1,1-trifluoropropane-2-yl)pyridin-2-yl)benzyl)-5-fluoro-2-methoxybenzamide BrC=1C(=C(C(=NC1C(C(F)(F)F)C)C1=CC=C(CNC(C2=C(C=CC(=C2)F)OC)=O)C=C1)C#N)Cl